ClC1=C2C=CC=NC2=C(C=C1Cl)O 5,6-dichloro-8-hydroxyquinoline